4-((4-(diphenylamino)-2-hydroxyphenyl)ethynyl)benzaldehyde C1(=CC=CC=C1)N(C1=CC(=C(C=C1)C#CC1=CC=C(C=O)C=C1)O)C1=CC=CC=C1